CCCCCC(C=CC)=O non-7-en-6-one